C=CCCCC cis-hexene